O=C1N(C(C2=CC=CC=C12)=O)C(C(=O)N)=C 2-(1,3-dioxoisoindolin-2-yl)acrylamide